(S)-(4-(6,7-difluoro-2-oxo-3-(4-(trifluoromethoxy)phenyl)indolin-3-yl)phenyl)boronic acid FC1=CC=C2[C@@](C(NC2=C1F)=O)(C1=CC=C(C=C1)OC(F)(F)F)C1=CC=C(C=C1)B(O)O